3-Bromo-1-(trans-4-ethoxycyclohexyl)-4-nitro-1H-pyrazole BrC1=NN(C=C1[N+](=O)[O-])[C@@H]1CC[C@H](CC1)OCC